N-(4-(trifluoromethyl)benzyl)benzenesulfonamide FC(C1=CC=C(CNS(=O)(=O)C2=CC=CC=C2)C=C1)(F)F